(3,4-dihydroxyphenyl)(4-methylphenyl)methanone OC=1C=C(C=CC1O)C(=O)C1=CC=C(C=C1)C